OC(C(CN1CC2=CC=C(C=C2CC1)NC1=NC=C(C(=N1)NC[C@@H]1CNCCC1)C(F)(F)F)=O)(C)C (S)-3-hydroxy-3-methyl-1-(6-((4-((piperidin-3-ylmethyl)amino)-5-(trifluoromethyl)pyrimidin-2-yl)amino)-3,4-dihydroisoquinolin-2(1H)-yl)butanone